ClC=1C=CC(=C(C1)NC(=S)NC1CN(C(C1)=O)C1=CC(=CC(=C1)F)F)C 1-(5-chloro-2-methylphenyl)-3-[1-(3,5-difluorophenyl)-5-oxopyrrolidine-3-yl]thiourea